2-[(1S,3R)-3-[1-(4-fluoro-3-methyl-phenyl)-4-hydroxy-2-isopropyl-indol-3-yl]cyclohexyl]acetic acid FC1=C(C=C(C=C1)N1C(=C(C2=C(C=CC=C12)O)[C@H]1C[C@H](CCC1)CC(=O)O)C(C)C)C